(8S,11R,13S,14S,17S)-11-(4-cyclopropylphenyl)-17-(1,1-difluoroprop-2-yn-1-yl)-13-methyl-3-(2-morpholinoethoxy)-7,8,9,11,12,13,14,15,16,17-decahydro-6H-cyclopenta[a]phenanthren-17-ol C1(CC1)C1=CC=C(C=C1)[C@@H]1C[C@@]2([C@](CC[C@H]2[C@@H]2CCC=3C=C(C=CC3C12)OCCN1CCOCC1)(O)C(C#C)(F)F)C